ClC1=CC=C(OC2=NC(N=N2)=O)C=C1 5-(4-chlorophenoxy)-1,2,4-triazol-3-one